Cl.ClC=1SC(=CC1N)Cl 2,5-dichlorothiophen-3-amine hydrochloride